C(C)(C)(C)OC(=O)N1OCCC1C=1C=NC(=CC1)Cl.C(C)(C)(C)OC(=O)NC1=CC=C(C=N1)C1N(OCC1)C(=O)OC(C)(C)C Tert-butyl 3-[6-(tert-butoxycarbonylamino)-3-pyridyl]isoxazolidine-2-carboxylate Tert-butyl-3-(6-chloro-3-pyridyl)isoxazolidine-2-carboxylate